NC1=NC(=NC(=N1)NC1=CC=C(C=C1)OC1=CC=CC=C1)CO (4-amino-6-[(4-phenoxyphenyl)amino]-1,3,5-triazin-2-yl)methanol